2-(piperidin-1-yl)-1-(4-(pyridin-2-yl)-3,4-dihydroquinoxaline-1(2H)-yl)ethan-1-one N1(CCCCC1)CC(=O)N1CCN(C2=CC=CC=C12)C1=NC=CC=C1